N-(4-amino-2-ethoxyphenyl)acetamide tert-butyl-(2R,4S)-4-benzyl-2-(((S)-1-((3-methyl-2-(2H-tetrazol-2-yl)benzyl)amino)-1-oxopropan-2-yl)carbamoyl)pyrrolidine-1-carboxylate C(C)(C)(C)OC(=O)N1[C@H](C[C@@H](C1)CC1=CC=CC=C1)C(N[C@H](C(=O)NCC1=C(C(=CC=C1)C)N1N=CN=N1)C)=O.NC1=CC(=C(C=C1)NC(C)=O)OCC